5-phenylpyrazolo[1,5-a]pyrimidine-7-amine C1(=CC=CC=C1)C1=NC=2N(C(=C1)N)N=CC2